1-hydroxylcyclopropylmethyl-4,5α-epoxy-3,14β-dihydroxy-6α-((1R,2R)-N-methyl-2-(3-furyl)-cyclopropanecarboxamido)morphinan OC1(CC1)CC1=CC(=C2C=3[C@@]45[C@H]([C@H](CC[C@]4([C@@H](CC13)NCC5)O)N(C(=O)[C@H]5[C@@H](C5)C5=COC=C5)C)O2)O